1,9-dibromononanediamine BrC(CCCCCCCCBr)(N)N